IC1=C(C(C(=O)O)=CC(=C1)I)O 3,5-diiodosalicylic acid